N1C=NC2=C1C=C(C=C2)S(=O)(=O)N2CCC(CC2)C=2C(=CC=1N(C2)N=CN1)C 6-(1-((1H-benzo[d]imidazol-6-yl)sulfonyl)piperidin-4-yl)-7-methyl-[1,2,4]triazolo[1,5-a]pyridine